2,5-dioxopyrrolidin-1-yl 3-(2,5-dioxo-2,5-dihydro-1H-pyrrol-1-yl)-4,4,4-trifluorobutanoate O=C1N(C(C=C1)=O)C(CC(=O)ON1C(CCC1=O)=O)C(F)(F)F